C(C)C(C(=O)O)N=NC(C(=O)O)CC diethyl-azodiacetic acid